ClC1=CC=2C3=C(C(OC2C=C1)C1=CC=C(C=C1)OC)OC(=C3)C3=CC=CC=C3 8-Chloro-4-(4-methoxyphenyl)-2-phenyl-4H-furo[2,3-c]chromene